CC(C)OC1=C(C=C2C=CN=CC2=C1)C(=O)N 7-(prop-2-yloxy)isoquinoline-6-carboxamide